FC(C=1C=C(C=C(C1)C(F)(F)F)C1C(C1)(Cl)Cl)(F)F trans-3-(3,5-bis(trifluoromethyl)phenyl)-2,2-dichlorocyclopropane